FC1=C2C(=CC=NC2=CC(=C1)F)C=1C=C(C(=NC1)OC[C@](CC(C)C)(N)C)C (S)-1-((5-(5,7-difluoroquinolin-4-yl)-3-methylpyridin-2-yl)oxy)-2,4-dimethylpentan-2-amine